4-fluoropyridine-3-boronic acid FC1=C(C=NC=C1)B(O)O